tert-butyl (1-(3-amino-5-bromo-6-(4-cyano-3-fluorophenyl)-4-methylpyridin-2-yl)piperidin-4-yl)carbamate NC=1C(=NC(=C(C1C)Br)C1=CC(=C(C=C1)C#N)F)N1CCC(CC1)NC(OC(C)(C)C)=O